CN(CC1=NN=NN1C1=CC(=CC=C1)[N+](=O)[O-])C1CC1 N-methyl-N-((1-(3-nitrophenyl)-1H-tetrazol-5-yl)methyl)cyclopropylamine